N-[(6-Amino-2-pyridyl)sulfonyl]-6-(6-ethoxy-5-methyl-3-pyridyl)-2-[(4S)-2,2,4-trimethylpyrrolidin-1-yl]pyridin-3-carboxamid NC1=CC=CC(=N1)S(=O)(=O)NC(=O)C=1C(=NC(=CC1)C=1C=NC(=C(C1)C)OCC)N1C(C[C@@H](C1)C)(C)C